5-chloro-N-(4-morpholinophenyl)-4-((tetrahydro-2H-pyran-4-yl)methoxy)pyrimidin-2-amine ClC=1C(=NC(=NC1)NC1=CC=C(C=C1)N1CCOCC1)OCC1CCOCC1